6-(6-ethoxy-5-methyl-3-pyridyl)-5-[4-[(3S)-1-(3-fluoropropyl)pyrrolidin-3-yl]oxyphenyl]-8,9-dihydro-7H-benzo[7]annulen-2-ol C(C)OC1=C(C=C(C=N1)C1=C(C2=C(CCC1)C=C(C=C2)O)C2=CC=C(C=C2)O[C@@H]2CN(CC2)CCCF)C